(2-((2R,3S,4S,5S,6R)-6-((2-(hex-5-ynamido)quinolin-6-yl)oxy)-3,4,5-trihydroxytetrahydro-2H-pyran-2-yl)ethyl)phosphonic acid C(CCCC#C)(=O)NC1=NC2=CC=C(C=C2C=C1)O[C@@H]1[C@H]([C@H]([C@@H]([C@H](O1)CCP(O)(O)=O)O)O)O